S(=O)(=O)(O)C1=CC=C(C)C=C1.C1(CC=CCC1)C(=O)O cyclohex-3-ene-1-carboxylic acid, tosylate salt